Racemic-7-(3-hydroxy-3-methylpyrrolidin-1-yl)-4-(o-tolyl)-2H-pyrano[2,3-b]pyridin-2-one O[C@]1(CN(CC1)C1=CC=C2C(=N1)OC(C=C2C2=C(C=CC=C2)C)=O)C |r|